NC1=C(C(=NC=N1)N1C[C@@H](CCC1)N1C(C(CCC1)NCC1CCCCC1)=O)F (3'r)-1'-(6-amino-5-fluoropyrimidin-4-yl)-3-(cyclohexylmethylamino)-1,3'-bipiperidin-2-one